CC(C)(C)OC(=O)N1C(CCCC1)C1(CN(C1)C(=O)C1=C(C=NC=C1)NC1=C(C=C(C=C1)I)F)O 2-[1-({3-[(2-fluoro-4-iodophenyl)amino]Pyridin-4-yl}carbonyl)-3-hydroxyazetidin-3-yl]Piperidine-1-carboxylic acid-1,1-dimethylethyl ester